[Cl-].COC(C)C1=NC=CN1C 1-methoxyethyl-3-methylimidazole chloride salt